NC1=CC(=C(C=N1)CNC([C@H](C)NC([C@@H](CCC1=CC=CC=C1)NC(OC(C)(C)C)=O)=O)=O)C tert-butyl ((R)-1-(((S)-1-(((6-amino-4-methylpyridin-3-yl)methyl)amino)-1-oxopropan-2-yl)amino)-1-oxo-4-phenylbutan-2-yl)carbamate